C[C@@H]([C@H]1CC[C@@H]2[C@@]1([C@H](C[C@H]3[C@H]2[C@@H](C[C@H]4[C@@]3(CC[C@H](C4)O)C)O)O)C)C(CO)O 24-Nor-5beta-cholane-3alpha,7alpha,12alpha,22,23-pentol